CN(C)CC1CC(C1)OC=1C=C(C=CC1OC)NC1=NC(=CC(=N1)NC)C N2-(3-((1r,3r)-3-((dimethylamino)methyl)cyclobutoxy)-4-methoxyphenyl)-N4,6-dimethylpyrimidine-2,4-diamine